2,2-diethyl-ferrocenyl-propane 4-chlorophenyl-(5R)-3,3-difluoro-5-[(5R)-5-methyl-1,1-dioxo-1λ6,2-thiazolidin-2-yl]piperidine-1-carboxylate ClC1=CC=C(C=C1)OC(=O)N1CC(C[C@H](C1)N1S([C@@H](CC1)C)(=O)=O)(F)F.C(C)C1([C-](C=CC1)CCC)CC.[CH-]1C=CC=C1.[Fe+2]